O=C1NC(CCC1C1=COC2=C1C=C(C=C2)C#CCNC(C2=NC=C(C=C2)C=2C=C1CCCN(C1=CC2F)C=2C=1C=C(C(N(C1C=C(C2)C(C)C)C)=O)C)=O)=O N-(3-(3-(2,6-dioxopiperidin-3-yl)benzofuran-5-yl)prop-2-yn-1-yl)-5-(7-fluoro-7'-isopropyl-1',3'-dimethyl-2'-oxo-1',2',3,4-tetrahydro-2H-[1,5'-biquinolin]-6-yl)picolinamide